2-Bromo-6-(4-(2-bromophenyl)-4H-1,2,4-triazol-3-yl)pyridine BrC1=NC(=CC=C1)C1=NN=CN1C1=C(C=CC=C1)Br